ClC1=CC=C(C=N1)N(C1=NC=CC2=CC(=CC=C12)F)COCC[Si](C)(C)C N-(6-chloro-3-pyridyl)-6-fluoro-N-(2-trimethylsilylethoxymethyl)isoquinolin-1-amine